1-(3,4-Dimethoxyphenyl)-2-(3-(dimethylamino)propyl)-1,2-dihydrochromeno[2,3-c]pyrrole-3,9-dione COC=1C=C(C=CC1OC)C1C2=C(C(N1CCCN(C)C)=O)OC=1C=CC=CC1C2=O